C(C\C=C/CC)OC(C1=C(C=CC=C1)OC=C(C1=CC=CC=C1)OCC\C=C/CC)=O 2-((2-(((Z)-hex-3-en-1-yl)oxy)-2-phenylvinyl)oxy)benzoic acid (Z)-hex-3-en-1-yl ester